tert-butyl 6-((5-amino-7-hydroxy-3-methyl-1H-pyrazolo[4,3-d]pyrimidin-1-yl)methyl)-5-methoxy-3',6'-dihydro-[3,4'-bipyridine]-1'(2'H)-carboxylate NC=1N=C(C2=C(N1)C(=NN2CC2=C(C=C(C=N2)C=2CCN(CC2)C(=O)OC(C)(C)C)OC)C)O